(2R)-4,4,4-trifluorobutan-2-amine hydrochloride Cl.FC(C[C@@H](C)N)(F)F